ClC1=NC=C(C=C1NS(=O)(=O)C)C=1C=C2C(=NC=NC2=CC1)NC(CO)C1=CC=CC=C1 N-(2-chloro-5-(4-((2-hydroxy-1-phenylethyl)-amino)quinazolin-6-yl)pyridin-3-yl)-methanesulfonamide